O1CCN(CC1)C=1C=C2C(=CNC2=CC1)C=O 5-morpholino-1H-indole-3-carbaldehyde